N[C@@H](CCC(N)=O)C(=O)O (L)-Glutamine